3β,6α,7α,12α-tetrahydroxy-5β-cholan-24-oic acid O[C@@H]1C[C@H]2[C@H]([C@H]([C@H]3[C@@H]4CC[C@H]([C@@H](CCC(=O)O)C)[C@]4([C@H](C[C@@H]3[C@]2(CC1)C)O)C)O)O